bis(3-methylphenyl)-N,N'-bis(phenyl)-benzidine CC=1C=C(C=CC1)N(C1=CC=C(C2=CC=C(N(C3=CC=CC=C3)C3=CC(=CC=C3)C)C=C2)C=C1)C1=CC=CC=C1